rac-N-({2,5-dioxo-4-[1-(2,2,2-trifluoroethyl)-1H-pyrazol-5-yl]imidazolidin-4-yl}methyl)-4'-(trifluoromethyl)[biphenyl]-2-carboxamide O=C1NC([C@](N1)(C1=CC=NN1CC(F)(F)F)CNC(=O)C=1C(=CC=CC1)C1=CC=C(C=C1)C(F)(F)F)=O |r|